Cl.Cl.C(C)(C)(C)NC1CN(CC1)C1=NC=C(N=C1)C1=C(C=C(C(=C1)F)C=1C=NNC1)F N-tert-butyl-1-{5-[2,5-difluoro-4-(1H-pyrazol-4-yl)phenyl]pyrazin-2-yl}pyrrolidin-3-amin-Dihydrochlorid